IC=1C=CC(=C(C1)N1N=NC=C1)[N+](=O)[O-] 1-(5-iodo-2-nitrophenyl)-1H-1,2,3-triazole